C=1N=CN2C1C=NC=C2 imidazo[1,5-A]Pyrazine